1-(1-ethoxy)-4-vinyl-benzene C(C)OC1=CC=C(C=C1)C=C